6-bromo-2-methyl-5-nitro-1H-benzimidazole BrC=1C(=CC2=C(NC(=N2)C)C1)[N+](=O)[O-]